2-[[2-(2,6-dioxo-3-piperidinyl)-3-oxo-isoindolin-5-yl]amino]acetamide O=C1NC(CCC1N1CC2=CC=C(C=C2C1=O)NCC(=O)N)=O